FC1=C(C=C(C=C1)F)C1=CC=C(C=C1)C(=O)NCC(=O)N1CC2(OCCO2)C[C@H]1C(=O)O (S)-7-((2',5'-difluoro-[1,1'-biphenyl]-4-carbonyl)glycyl)-1,4-dioxa-7-azaspiro[4.4]nonane-8-carboxylic acid